1,5-dimethylpyridin-2(1H)-one CN1C(C=CC(=C1)C)=O